[N+](=O)([O-])C=1C=CC=CC1NC[C@@H]1CC[C@H](CC1)N1CCNCC1 3-nitro-4-((((trans)-4-(piperazin-1-yl)cyclohexyl)methyl)amino)benzene